CC1OC(CC(C1)N1C[C@@H]([C@H](CC1)NC(=O)C1=CC(=CC=2N(C=NC21)CC(F)(F)F)C#CCNC=2C(OC)=CC=C(C2)S(=O)(=O)C)C)C N-[(3S,4S)-1-(2,6-dimethyltetrahydro-2H-pyran-4-yl)-3-methyl-4-piperidyl]-6-[3-(4-mesyl-2-anisidino)-1-propynyl]-1-(2,2,2-trifluoroethyl)-1H-1,3-benzimidazole-4-carboxamide